2-[[8-[1-(2-morpholinoethyl)pyrazol-4-yl]-3-oxo-1H-benzo[e]isoindol-2-yl]methyl]prop-2-enamide O1CCN(CC1)CCN1N=CC(=C1)C=1C=CC2=C(C=3CN(C(C3C=C2)=O)CC(C(=O)N)=C)C1